adipoyldiformohydrazonate C(CCCCC(=O)C([O-])=NN)(=O)C([O-])=NN